benzyl 2-oxo-2-((5-oxo-5,6,7,8-tetrahydro-1,6-naphthyridin-3-yl)amino)acetate Benzyl-2-chloro-2-oxo-acetate C(C1=CC=CC=C1)OC(C(=O)Cl)=O.O=C(C(=O)OCC1=CC=CC=C1)NC=1C=NC=2CCNC(C2C1)=O